C12(CC3CC(CC(C1)C3)C2)NCCCCCCC#CC=2C=CC=C3C(N(C(=NC23)C)C2C(NC(CC2)=O)=O)=O 3-(8-(8-(((3s,5s,7s)-adamantan-1-yl)amino)oct-1-yn-1-yl)-2-methyl-4-oxoquinazoline-3(4H)-yl)piperidine-2,6-dione